2-(7-chloro-4-oxoimidazo[1,2-a]quinoxalin-5(4H)-yl)benzonitrile ClC=1C=C2N(C(C=3N(C2=CC1)C=CN3)=O)C3=C(C#N)C=CC=C3